3-(benzo[d][1,3]dioxol-5-yl)-N-(4-(thiophen-3-yl)benzyl)propanamide O1COC2=C1C=CC(=C2)CCC(=O)NCC2=CC=C(C=C2)C2=CSC=C2